5-Bromo-2,3,4-trifluorophenol BrC=1C(=C(C(=C(C1)O)F)F)F